BrCCCCCCO[Si](OC(OCC\C=C/CCCCC)CCCCCCC)(C)C (Z)-1-bromo-10-heptyl-8,8-dimethyl-7,9,11-trioxa-8-silaicos-14-ene